(2-methoxy-ethyl)-1H-indazol COCCN1N=CC2=CC=CC=C12